(R)-N2-(2-(1H-imidazol-4-yl)ethyl)-N4-(1-cyclopropylethyl)-8-(1,2,3,6-tetrahydropyridin-4-yl)quinazoline-2,4-diamine N1C=NC(=C1)CCNC1=NC2=C(C=CC=C2C(=N1)N[C@H](C)C1CC1)C=1CCNCC1